C(CCCCCCCCCCCCCCC)C(CC(C)C)(C)OC(CC(C)C)(CCCCCCCCCCCCCCCC)C cetyl-1,3-dimethylbutyl ether